1-(3''-(4-(tert-Butyl)-1,4-diazepan-1-yl)-3-chloro-5'-fluoro-2'-hydroxy-[1,1':3',1''-terphenyl]-4-yl)-3-methyl-1H-imidazol-2(3H)-one C(C)(C)(C)N1CCN(CCC1)C=1C=C(C=CC1)C=1C(=C(C=C(C1)F)C1=CC(=C(C=C1)N1C(N(C=C1)C)=O)Cl)O